NCC(SCC1=CC=CC=C1)=O S-benzyl 2-aminoethanethioate